C(C)(=O)OCCOCCOCCCCCC monodiethylene glycol monohexyl ether acetate